1-(2-Fluoro-6-methyl-phenyl)-piperidin-3-one FC1=C(C(=CC=C1)C)N1CC(CCC1)=O